(S)-(3-(5,5-dimethylpyrrolidin-3-yl) propyl) carbamate HCl Cl.C(N)(OCCC[C@@H]1CNC(C1)(C)C)=O